2-(3-chloropropyl)-4-fluoropyrrolidine-1,2-dicarboxylate ClCCCC1(N(CC(C1)F)C(=O)[O-])C(=O)[O-]